FC(CCO)(F)F 3,3,3-trifluoropropanol